CN1N=CC(=C1)/C=C/C(=O)N1C(C=CCC1)=O (E)-1-(3-(1-methyl-1H-pyrazol-4-yl)acryloyl)-5,6-dihydropyridin-2(1H)-one